1-aminopyridine iodide [I-].NN1CC=CC=C1